1,3-dimethyl-1H-imidazol-3-ium methyl-carbonate COC([O-])=O.CN1C=[N+](C=C1)C